ClC1=NC=CC=C1C(C=1C(=NN(C1)CC)C#N)O 4-((2-chloropyridin-3-yl)(hydroxy)methyl)-1-ethyl-1H-pyrazole-3-carbonitrile